N-(5-(4-chloro-2-(2-morpholinopyridin-4-yl)-1H-pyrrolo[2,3-b]pyridin-3-yl)-2-methylphenyl)acrylamide ClC1=C2C(=NC=C1)NC(=C2C=2C=CC(=C(C2)NC(C=C)=O)C)C2=CC(=NC=C2)N2CCOCC2